2-phenyl-propanoate C1(=CC=CC=C1)C(C(=O)[O-])C